CS(=O)(=O)O[C@@H](C)C1=CC=CC=C1 (S)-1-phenylethyl methanesulfonate